α-aminopropyltriethoxysilane NC(CC)[Si](OCC)(OCC)OCC